2-(2-(2-methoxyethoxy)ethoxy)-4-nitroaniline COCCOCCOC1=C(N)C=CC(=C1)[N+](=O)[O-]